t-butyl (E)-4-((4-(dimethylamino)-4-oxobut-2-en-1-yl)oxy)isoindoline-2-carboxylate CN(C(/C=C/COC1=C2CN(CC2=CC=C1)C(=O)OC(C)(C)C)=O)C